1,4-dimethylquinoline iodide [I-].CN1CC=C(C2=CC=CC=C12)C